ClC1=C(C(=O)NCC(=O)N[C@@H](CC(C)C)B2OC([C@H](O[C@@H](C(O2)=O)C)C)=O)C=C(C=C1)Cl 2,5-dichloro-N-(2-(((R)-1-((5R,7R)-5,7-dimethyl-4,8-dioxo-1,3,6,2-trioxaborocan-2-yl)-3-methylbutyl)amino)-2-oxoethyl)benzamide